tert-butyl 3-(2-(4-(4-((9-((1s,3s)-3-(2-phenylacetamido)cyclobutyl)-9H-purin-6-yl)amino)phenyl)piperazin-1-yl)-7-azaspiro[3.5]nonane-7-yl)azetidine-1-carboxylate C1(=CC=CC=C1)CC(=O)NC1CC(C1)N1C2=NC=NC(=C2N=C1)NC1=CC=C(C=C1)N1CCN(CC1)C1CC2(C1)CCN(CC2)C2CN(C2)C(=O)OC(C)(C)C